2-(2-aminoethyl)amino-ethanol NCCNCCO